C(C1=CC=CC=C1)OC([C@@H](NC(=O)OCC1=CC=CC=C1)C)=O CBzalanine benzyl ester